4-(toluene-4-sulfonyloxy)piperidine-1-carboxylic acid tert-butyl ester C(C)(C)(C)OC(=O)N1CCC(CC1)OS(=O)(=O)C1=CC=C(C)C=C1